2-(2-bromo-4-fluoro-6-isopropylphenyl)acetyl chloride BrC1=C(C(=CC(=C1)F)C(C)C)CC(=O)Cl